1-[3-acetyl-6-[5-[(5-methyl-1,3,4-thiadiazol-2-yl)amino]benzimidazol-1-yl]-2-pyridinyl]-5-methyl-pyrazole-3-carbonitrile C(C)(=O)C=1C(=NC(=CC1)N1C=NC2=C1C=CC(=C2)NC=2SC(=NN2)C)N2N=C(C=C2C)C#N